3-chloro-4-morpholinoaniline ClC=1C=C(N)C=CC1N1CCOCC1